C(C1=CC=CC=C1)OC1=C(C=CC=C1)C=1C=C2CC3(C(NC2=CC1)=O)CN(CC3)C#N 6'-(2-(benzyloxy)phenyl)-2'-oxo-1',4'-dihydro-2'H-spiro[pyrrolidine-3,3'-quinoline]-1-carbonitrile